C1=CC=CC=2C3=CC=CC=C3C(C12)COC(=O)N[C@H](C(=O)O)CC1CCNCC1 (S)-2-((((9H-fluoren-9-yl)methoxy)carbonyl)amino)-3-(piperidin-4-yl)propanoic acid